tert-butyl 4-(2-amino-6-chloro-3,4-dihydroquinazolin-7-yl)-3-fluoropiperidine-1-carboxylate NC1=NC2=CC(=C(C=C2CN1)Cl)C1C(CN(CC1)C(=O)OC(C)(C)C)F